(3-chloro-2-fluoro-4-(4-hydroxy-3-isopropylbenzyl)-5-methylbenzyl)glycine ClC=1C(=C(CNCC(=O)O)C=C(C1CC1=CC(=C(C=C1)O)C(C)C)C)F